[Na+].C(C(CCC)CCC)(=O)[O-] Valproic Acid, Sodium Salt